(2S,4R)-1-acetyl-4-fluoro-N-[(S) or (R)-[6-fluoro-5-(propan-2-yl)pyridin-2-yl](3-methoxyphenyl)methyl]pyrrolidine-2-carboxamide C(C)(=O)N1[C@@H](C[C@H](C1)F)C(=O)N[C@@H](C1=CC(=CC=C1)OC)C1=NC(=C(C=C1)C(C)C)F |o1:12|